CN(C=1C=C(C=CC1)C1=CC(=C(C=C1)OC)NC1=NC=NC2=CC(=C(C=C12)OC1CCN(CC1)C(C=C)=O)OC)C 1-(4-((4-((3'-(dimethylamino)-4-methoxy-[1,1'-biphenyl]-3-yl)amino)-7-methoxyquinazoline-6-yl)oxy)piperidin-1-yl)prop-2-en-1-one